methyl 4-amino-3-fluorobenzoate NC1=C(C=C(C(=O)OC)C=C1)F